N-tetradecyl-5-methyl-2-furamide C(CCCCCCCCCCCCC)NC(=O)C=1OC(=CC1)C